4-amino-2-(alpha,beta-dihydroxyethyl)phenol NC1=CC(=C(C=C1)O)C(CO)O